6-((4-((1-cyclopropyl-1H-pyrazol-4-yl)methoxy)-3-methoxyphenyl)amino)-3-morpholinoquinoxaline-5-carbonitrile C1(CC1)N1N=CC(=C1)COC1=C(C=C(C=C1)NC1=C(C=2N=C(C=NC2C=C1)N1CCOCC1)C#N)OC